C[C@H]1[C@H]([C@H]([C@@H]([C@@H](O1)O[C@H]2[C@@H]([C@H](OC([C@@H]2NC(=O)C)O)CO)O[C@H]3[C@@H]([C@H]([C@@H]([C@H](O3)CO)O[C@H]4[C@H]([C@H]([C@@H]([C@H](O4)CO[C@@H]5[C@H]([C@H]([C@@H]([C@H](O5)CO)O)O)O[C@H]6[C@@H]([C@H]([C@@H]([C@H](O6)CO)O)O)NC(=O)C)O)O[C@@H]7[C@H]([C@H]([C@@H]([C@H](O7)CO)O)O)O[C@H]8[C@@H]([C@H]([C@@H]([C@H](O8)CO)O)O)NC(=O)C)O[C@H]9[C@@H]([C@H]([C@@H](CO9)O)O)O)O)NC(=O)C)O)O)O The molecule is a highly branched amino nonasaccharide consisting of a D-GlcNAc residue at the reducing end with a beta-D-GlcNAc-(1->2)-alpha-D-Man-(1->3)-[beta-D-GlcNAc-(1->2)-alpha-D-Man-(1->6)]-[beta-D-Xyl-(1->2)]-beta-D-Man-(1->4)-beta-D-GlcNAc moiety attached via a beta-(1->4)-linkage and an L-Fuc residue attached via an alpha-(1->3)-linkage. Found on Cry j 1, the major allergen of Cryptomeria japonica pollen. It has a role as a carbohydrate allergen. It is an oligosaccharide derivative, an amino nonasaccharide and a glucosamine oligosaccharide.